3-(1-acryloylazetidin-3-yl)-1-(cyclopropylmethyl)-N-(1-methylcyclopropyl)-2,4-dioxo-1,2,3,4-tetrahydroquinazoline-6-sulfonamide C(C=C)(=O)N1CC(C1)N1C(N(C2=CC=C(C=C2C1=O)S(=O)(=O)NC1(CC1)C)CC1CC1)=O